[F].N(=N[Sn]=O)[Sn] (AZO)tin oxide fluorine